CC1=C(N=C(O1)C1=CC=C(C(=O)O)C=C1)CC1=CC=C(C=C1)OC1=CC=CC=C1 4-(5-methyl-4-(4-phenoxybenzyl)oxazol-2-yl)benzoic acid